FC1(CCC(CC1)NC(=O)N1C(=NC(=C1)C)OC)F N-(4,4-difluorocyclohexyl)-2-methoxy-4-methyl-1H-imidazole-1-carboxamide